2-hexacosanyl-sn-glycero-3-phosphocholine C(CCCCCCCCCCCCCCCCCCCCCCCCC)O[C@H](CO)COP(=O)([O-])OCC[N+](C)(C)C